C(C)OC(CCCBr)=O.[Zn] zinc (4-ethoxy-4-oxobutyl) bromide